NC=1C=CC(=C2C=CC=NC12)C(=O)O 8-amino-5-carboxyquinoline